FC=1C(=CC=C2C=C(C(OC12)=O)C(=O)ON1C(CCC1=O)=O)O 2,5-Dioxopyrrolidin-1-yl 8-fluoro-7-hydroxy-2-oxo-2H-chromene-3-carboxylate